C(C)C1CCC(CC1)C1N(CCC(C1)C(=O)N)C(=O)C1=NNC(=C1)C1=CC(=NC=C1)OC ((1r,4r)-4-ethylcyclohexyl)-1-(5-(2-methoxypyridin-4-yl)-1H-pyrazole-3-carbonyl)piperidine-4-carboxamide